F[C@@H]1CN(CC[C@@H]1NC1=NN2C(C(=N1)OC)=C(C=C2)C=2C=NC=1N(C2)C=CN1)C(=O)C1(CC1)C#N 1-((3R,4S)-3-fluoro-4-((5-(imidazo[1,2-a]pyrimidin-6-yl)-4-methoxypyrrolo[2,1-f][1,2,4]triazin-2-yl)amino)piperidine-1-carbonyl)cyclopropane-1-carbonitrile